C1(CC1)C(=O)C1CN(CC1)C(=O)OC(C)(C)C tert-butyl 3-cyclopropanecarbonylpyrrolidine-1-carboxylate